ClC1=NC(=C2N=CN(C2=N1)C)N[C@@H]1CN(CC1)C(=O)OC(C)(C)C tert-butyl (S)-3-((2-chloro-9-methyl-9H-purin-6-yl)amino)-pyrrolidine-1-carboxylate